C(C)(C)(C)OC(=O)N1CC(N(CC1)C(C1=CC=C(C=C1)F)C1=CC=C(C=C1)F)CO tert-butyl-4-(bis(4-fluorophenyl)methyl)-3-(hydroxymethyl)piperazine-1-carboxylate